C(C)OC1=C(C=C(C=C1)C=1N=NN(C1)[C@H](C(=O)N1[C@@H](C[C@H](C1)O)C(=O)NC)C(C)(C)C)F (2S,4R)-1-[(2S)-2-[4-(4-ethoxy-3-fluoro-phenyl)triazol-1-yl]-3,3-dimethyl-butanoyl]-4-hydroxy-N-methyl-pyrrolidine-2-carboxamide